mono-n-amyl alcohol C(CCCC)O